NC=1NC(C=2N(C(N(C2N1)[C@@H]1O[C@@H]([C@H]([C@H]1O)F)CO)=O)CC1=CC(=CC=C1)Cl)=O 2-Amino-7-(3-chlorobenzyl)-9-((2R,3S,4S,5R)-4-fluoro-3-hydroxy-5-(hydroxymethyl)tetrahydrofuran-2-yl)-7,9-dihydro-1H-purin-6,8-dion